COC(C1=CC(=C(C=C1)C(C)NC)[N+](=O)[O-])=O 4-(1-(methylamino)ethyl)-3-nitrobenzoic acid methyl ester